[(3R,9aS)-3-(3-cyclopropyl-4-fluorophenyl)-3,4,6,7,9,9a-hexahydro-1H-pyrazino[2,1-c][1,4]oxazin-8-yl]-(2-chloro-3-methoxyphenyl)methanone C1(CC1)C=1C=C(C=CC1F)[C@@H]1CN2[C@H](CO1)CN(CC2)C(=O)C2=C(C(=CC=C2)OC)Cl